COC(=O)C1=C(CCC(C1)(C)C)OS(=O)(=O)C(F)(F)F 5,5-dimethyl-2-(((trifluoromethyl)sulfonyl)oxy)cyclohex-1-ene-1-carboxylic acid methyl ester